N1(C=NC=C1)C1=CC=C(C=N1)OCCO 2-((6-(1H-imidazol-1-yl)pyridin-3-yl)oxy)ethan-1-ol